CC=1C=C(CC(CNC(=S)NCC2=CC(=C(C=C2)O)OC)COC(C(C)(C)C)=O)C=CC1C N-[2-(3,4-dimethylbenzyl)-3-(pivaloyloxy)propyl]-N'-(4-hydroxy-3-methoxybenzyl)thiourea